({2-[(2-aminopyrimidin-5-yl)amino]-1-(4,4-difluorocyclohexyl)-2-oxoethyl}amino)methanoic acid-2-methylpropan-2-yl ester CC(C)(C)OC(=O)NC(C(=O)NC=1C=NC(=NC1)N)C1CCC(CC1)(F)F